Lithium boron deuteride [B-]([2H])([2H])([2H])[2H].[Li+]